ClC1=CC(=C(C=C1)C1=NC(=NC2=C1N=C(N(C2=O)C)C(F)(F)F)N2C[C@@H](O[C@@H](C2)C)C=2C=NN(C2)C2CC2)F 8-(4-chloro-2-fluoro-phenyl)-6-[(2S,6R)-2-(1-cyclopropylpyrazol-4-yl)-6-methyl-morpholin-4-yl]-3-methyl-2-(trifluoromethyl)pyrimido[5,4-d]pyrimidin-4-one